ClC1=CC=2N3C4=C(C=CC=C4S(C2C=C1)(=O)=O)C(CC3)N3C=NC=C3 10-chloro-3-imidazol-1-yl-2,3-dihydro-1H-pyrido[3,2,1-kl]phenothiazine 7,7-dioxide